BrC=1C=C(C=CC1)C1(CC(C1)O)C1=NN=C(N1C)S (1s,3s)-3-(3-bromophenyl)-3-(5-mercapto-4-methyl-4H-1,2,4-triazol-3-yl)cyclobutan-1-ol